(R)-N-methyl-3-(2-methylpyrrolidin-1-yl)-5-(4,4,5,5-tetramethyl-1,3,2-dioxaborolan-2-yl)benzenesulfonamide CNS(=O)(=O)C1=CC(=CC(=C1)B1OC(C(O1)(C)C)(C)C)N1[C@@H](CCC1)C